FC1=NC=CC(=C1C=O)Br 2-Fluoro-3-formyl-4-bromopyridine